BrC=1C=C(C(=O)N2CCN(CC2)C(=O)OC(C)(C)C)C=CN1 tert-Butyl 4-(2-bromoisonicotinoyl)piperazine-1-carboxylate